2-(benzo[d]oxazol-2-yl)acetic acid O1C(=NC2=C1C=CC=C2)CC(=O)O